bis(3,4,6-trichloro-2-{[(2,4-dimethylphenyl)methoxy] carbonyl}phenyl)-Oxalat ClC=1C(=C(C(=CC1Cl)Cl)OC(C(=O)OC1=C(C(=C(C=C1Cl)Cl)Cl)C(=O)OCC1=C(C=C(C=C1)C)C)=O)C(=O)OCC1=C(C=C(C=C1)C)C